perfluoro keton FC(=O)F